[Na+].[N+](=O)([O-])C1=CC=C(C=C1)/C=C/C1=CC=C(C(=O)[O-])C=C1 4-[(E)-2-(4-Nitrophenyl)ethenyl]benzoic Acid, Sodium Salt